N-(5-cyclobutyl-4-(3,4-difluorophenyl)thiazol-2-yl)-5-((2-hydroxy-3-methoxybenzyl)amino)-3-methylpyridine-2-sulfonamide C1(CCC1)C1=C(N=C(S1)NS(=O)(=O)C1=NC=C(C=C1C)NCC1=C(C(=CC=C1)OC)O)C1=CC(=C(C=C1)F)F